CO[Si](OC)(OC)C[Pt+3] (trimethoxysilyl)methylplatinum(IV)